C(#N)CC(N1N=CC(=C1)C=1C2=C(N=CN1)NC=C2)C=2C=C(C(=O)OC)C=CC2 methyl 3-{2-cyano-1-[4-(7H-pyrrolo[2,3-d]pyrimidin-4-yl)-1H-pyrazol-1-yl]ethyl}benzoate